C(C)C(C(C)C=1OC=CC1C(=O)N)CC (3-ethylpentan-2-yl)furan-3-carboxamide